BrCC(=O)C1=C(C(=CC=C1)F)Cl 2-bromo-1-(2-chloro-3-fluorophenyl)ethanone